The molecule is the conjugate acid of morphinone arising from protonation of the tertiary amino group; major species at pH 7.3. It is a conjugate acid of a morphinone. C[NH+]1CC[C@]23[C@@H]4[C@H]1CC5=C2C(=C(C=C5)O)O[C@H]3C(=O)C=C4